2-(3-methoxy-1,2-oxazol-5-yl)-3-methylbutyrate COC1=NOC(=C1)C(C(=O)[O-])C(C)C